5-fluoro-3-{[3-fluoro-2-(methylaminosulfonylamino)-4-pyridyl]methyl}-7-(3-pyridazinyloxy)-2H,3H-spiro[1,3-benzoxazine-4,1'-cyclobutan]-2-one FC1=CC(=CC2=C1C1(CCC1)N(C(O2)=O)CC2=C(C(=NC=C2)NS(=O)(=O)NC)F)OC=2N=NC=CC2